BrC1=CC=C(C=C1)C1(CC(C1)F)C(=O)O e-1-(4-bromophenyl)-3-fluoro-cyclobutanecarboxylic acid